(S)-1-(oxetan-2-ylmethyl)-2-((4-(6-(quinolin-8-ylmethoxy)pyridin-2-yl)piperidine-1-yl)methyl)-1H-benzo[d]imidazole-6-carboxylic acid O1[C@@H](CC1)CN1C(=NC2=C1C=C(C=C2)C(=O)O)CN2CCC(CC2)C2=NC(=CC=C2)OCC=2C=CC=C1C=CC=NC21